BrC=1N=C2N(CCN(C2)C2=C(C(N(N=C2)C2OCCCC2)=O)Cl)C1CC1=C(C=C(C=C1)F)C(F)(F)F (2-bromo-3-(4-fluoro-2-(trifluoromethyl)benzyl)-5,6-dihydroimidazo[1,2-a]pyrazin-7(8H)-yl)-4-chloro-2-(tetrahydro-2H-pyran-2-yl)pyridazin-3(2H)-one